tert-butyl (3-(1-methyl-1H-pyrazol-3-yl)-1-oxo-1-(((R)-4-phenyl-1-((3aS,4S,6S,7aR)-3a,5,5-trimethylhexahydro-4,6-methanobenzo[d][1,3,2]dioxaborol-2-yl)butyl)amino)propan-2-yl)carbamate CN1N=C(C=C1)CC(C(N[C@@H](CCCC1=CC=CC=C1)B1O[C@@]2([C@H](O1)C[C@H]1C([C@@H]2C1)(C)C)C)=O)NC(OC(C)(C)C)=O